Cobalt-molybdenum-lanthanum [La].[Mo].[Co]